acrylic acid-anhydride C(C=C)(=O)OC(C=C)=O